O1C(=NC2=C1C=CC=C2)NC(=O)C21CC3CC(CC(C2)C3)C1 N-(1,3-benzoxazol-2-yl)adamantan-1-carboxamide